(+/-)-trans-tert-Butyl 4-[4-(Methylsulfonamido)phenyl]-3-{[(3-oxoisoindolin-5-yl)oxy]methyl}piperidine-1-carboxylate CS(=O)(=O)NC1=CC=C(C=C1)[C@H]1[C@@H](CN(CC1)C(=O)OC(C)(C)C)COC=1C=C2C(NCC2=CC1)=O |r|